P(=O)(O)(O)O.C(CCCC)N1CN(C=C1)C 1-amyl-3-methylimidazole phosphate